6-methoxy-N2-(4-methoxy-3-(3-(pyrrolidin-1-yl)propoxy)phenyl)-N4-methylpyrimidine-2,4-diamine COC1=CC(=NC(=N1)NC1=CC(=C(C=C1)OC)OCCCN1CCCC1)NC